C(#N)[C@@H]1C[C@@]2(CN1C([C@H](CC(C)C)N(C(=O)C=1NC3=C(C(=CC(=C3C1)F)F)F)C)=O)C(NC1=CC=C(C=C12)[2H])=O N-((S)-1-((3R,5'S)-5'-cyano-2-oxospiro[indoline-3,3'-pyrroline]-1'-yl-5-d)-4-methyl-1-oxopentan-2-yl)-4,6,7-trifluoro-N-methyl-1H-indole-2-carboxylic acid amide